N-{[4-(dimethylcarbamoyl)-phenyl]methyl}-N-ethyl-1,2-dihydroacenaphthylene-5-carboxamide CN(C(=O)C1=CC=C(C=C1)CN(C(=O)C1=CC=C2CCC=3C=CC=C1C32)CC)C